tert-butyl-[3-[6-(3-methoxyazetidin-1-yl)-2-methylsulfonyl-pyrimidin-4-yl]-1-tetrahydropyran-2-yl-indazol-5-yl]oxy-dimethyl-silane C(C)(C)(C)[Si](C)(C)OC=1C=C2C(=NN(C2=CC1)C1OCCCC1)C1=NC(=NC(=C1)N1CC(C1)OC)S(=O)(=O)C